ClC1=C(C=CC(=C1)F)C(=O)N1C[C@@H]2CC[C@H](C1)N2C2=CC(=CC=1N=CN(C12)C)S(=O)(=O)CC(C)(C)C (2-chloro-4-fluoro-phenyl)-[(1S,5R)-8-[6-(2,2-dimethylpropylsulfonyl)-3-methyl-benzimidazol-4-yl]-3,8-diazabicyclo[3.2.1]octan-3-yl]methanone